CC=1C=C(C=C(C1N1CCN(CC1)C1CCN(CC1)C)C)C=1C=C2C(=NC1)NC=C2C2=CC=C(C=C2)S(=O)(=N)C 5-(3,5-dimethyl-4-(4-(1-methylpiperidin-4-yl)piperazin-1-yl)phenyl)-3-(4-(S-methylsulphonimidoyl)phenyl)-1H-pyrrolo[2,3-b]pyridine